3-(2,4-dimethoxyphenyl)-7-hydroxycoumarin COC1=C(C=CC(=C1)OC)C=1C(OC2=CC(=CC=C2C1)O)=O